C(CCCCCCC)OC(C(C)O)O octoxy-propan-1,2-diol